BrC=1C=C(SC1)[C@H](C)N[S@](=O)C(C)(C)C (R)-N-((S)-1-(4-bromothiophen-2-yl)ethyl)-2-methylpropane-2-sulfinamide